methyl (2-(1'-(1-(4-amino-4-oxobutanoyl)piperidine-4-carbonyl)-5'-fluoro-1H,1'H-[4,6'-biindazol]-1-yl)acetyl)glycylglycinate NC(CCC(=O)N1CCC(CC1)C(=O)N1N=CC2=CC(=C(C=C12)C=1C=2C=NN(C2C=CC1)CC(=O)NCC(=O)NCC(=O)OC)F)=O